C(C)OC1(C=C(C(C(C1)(C)C)=O)C#N)C1=NC=CC=C1C(F)(F)F 3-ethoxy-5,5-dimethyl-6-oxo-3-(3-(trifluoromethyl)pyridin-2-yl)cyclohex-1-enecarbonitrile